C(C1=CC=CC=C1)N1CCC(CC1)(C(=O)OC)CC(=O)O (1-benzyl-4-methoxycarbonyl-4-piperidinyl)acetic acid